(E)-3-(3-([1,1'-biphenyl]-3-yl)propenoyl)oxazolidin-2-one C1(=CC(=CC=C1)/C=C/C(=O)N1C(OCC1)=O)C1=CC=CC=C1